1,3-bis((S)-1-phenylethyl)-1H-imidazol-3-ium triflate [O-]S(=O)(=O)C(F)(F)F.C1(=CC=CC=C1)[C@H](C)N1C=[N+](C=C1)[C@@H](C)C1=CC=CC=C1